COC1=C(C(=CC=C1)OC)N1C(=NC=2C1=NC(=CN2)C(C(C)(C)O)S(=O)(=O)N)C2=NC(=CC=C2)OCC (1-(2,6-dimethoxyphenyl)-2-(6-ethoxypyridin-2-yl)-1H-imidazo[4,5-b]pyrazin-6-yl)-2-hydroxy-2-methylpropane-1-sulfonamide